OC=1C=CC2=C(C(=C(O2)C2=CC=CC=C2)C(=O)O)C1C(=O)N1CCCCC1 5-hydroxy-2-phenyl-4-(piperidine-1-carbonyl)benzofuran-3-carboxylic acid